N1CCC2(CC1)C(CC1=CC=CC=C12)NS(=O)C(C)(C)C N-{2,3-dihydrospiro[indene-1,4'-piperidin]-2-yl}-2-methylpropan-2-sulfinamide